CN(S(=O)C(C)(C)C)C1COC2=C1C=C(C(=C2)S(=O)(=O)C)C(F)(F)F N,2-dimethyl-N-(6-(S-methylsulfonyl)-5-(trifluoromethyl)-2,3-dihydrobenzofuran-3-yl)propane-2-sulfinamide